N-(6-(3-cyanocyclobutyl)thiazolo[4,5-b]pyrazin-2-yl)-2'-(difluoromethyl)-5'-methoxy-6-methyl-[4,4'-bipyridine]-3-carboxamide C(#N)C1CC(C1)C=1N=C2C(=NC1)N=C(S2)NC(=O)C=2C=NC(=CC2C2=CC(=NC=C2OC)C(F)F)C